(S)-6-((benzo[d]thiazol-7-yl(1-(1-(trifluoromethyl)cyclopropyl)-1H-1,2,3-triazol-4-yl)methyl)amino)-8-bromo-4-(neopentylamino)quinoline-3-carbonitrile S1C=NC2=C1C(=CC=C2)[C@@H](C=2N=NN(C2)C2(CC2)C(F)(F)F)NC=2C=C1C(=C(C=NC1=C(C2)Br)C#N)NCC(C)(C)C